C1(CC1)C=1C=CC=2N(C1)C=C(N2)CNC(OC(C)(C)C)=O tert-butyl ((6-cyclopropylimidazo[1,2-a]pyridin-2-yl)methyl)carbamate